6-fluoro-1-methyl-3,4-dihydroisoquinoline FC=1C=C2CCN=C(C2=CC1)C